4-phenylthienyl-diphenyl-sulfonium hexafluoroantimonate F[Sb-](F)(F)(F)(F)F.C1(=CC=CC=C1)C=1C=C(SC1)[S+](C1=CC=CC=C1)C1=CC=CC=C1